5-(((1r,3r)-3-(4-(1-(4-((2-(2-oxa-6-azaspiro[3.3]heptane-6-yl)pyrimidin-4-yl)methoxy)phenyl)allyl)phenoxy)cyclobutyl)amino)-2-(2,6-dioxopiperidin-3-yl)isoindoline C1OCC12CN(C2)C2=NC=CC(=N2)COC2=CC=C(C=C2)[C@@H](C=C)C2=CC=C(OC1CC(C1)NC=1C=C3CN(CC3=CC1)C1C(NC(CC1)=O)=O)C=C2